3-(2-methyl-4-diethylaminophenyl)-3-(1-n-octyl-2-methylindol-3-yl)phthalide CC1=C(C=CC(=C1)N(CC)CC)C1(OC(=O)C2=CC=CC=C12)C1=C(N(C2=CC=CC=C12)CCCCCCCC)C